[Na+].N(C)CC(=O)[O-].[K+].N(C)CC(=O)[O-] potassium sarcosinate sodium